4-(aminomethyl)-1-(5-(2-methoxy-4-(tetrahydro-2H-pyran-4-yl)phenyl)imidazo[2,1-b][1,3,4]thiadiazol-2-yl)piperidin-4-ol NCC1(CCN(CC1)C1=NN2C(S1)=NC=C2C2=C(C=C(C=C2)C2CCOCC2)OC)O